2-(2,6-dioxo-3-piperidinyl)-5-[4-[3-(4-piperidinyl)propyl]piperazin-1-yl]isoindole-1,3-dione hydrochloride Cl.O=C1NC(CCC1N1C(C2=CC=C(C=C2C1=O)N1CCN(CC1)CCCC1CCNCC1)=O)=O